C1(CC1)C=1C=CC2=C(C(=NN(C2=O)CC(=O)NC2=NC=C(C=N2)F)CC)N1 2-(2-Cyclopropyl-8-ethyl-5-oxo-pyrido[2,3-d]pyridazin-6-yl)-N-(5-fluoropyrimidin-2-yl)acetamide